5-(2,4-difluorophenyl)-N-((1-(pyridin-4-ylmethyl)piperidin-4-yl)methyl)isoxazole-3-carboxamide FC1=C(C=CC(=C1)F)C1=CC(=NO1)C(=O)NCC1CCN(CC1)CC1=CC=NC=C1